3-(8,8-difluoro-7-hydroxybicyclo[4.2.0]oct-1,3,5-triene-2-enyloxy)-5-difluoromethylbenzidine FC1(C(C2=CC(=C=C=C12)OC=1C=C(C=C(C1N)C(F)F)C1=CC=C(N)C=C1)O)F